3-(5'-fluoro-4,6'-dimethyl-[3,4'-bipyridin]-2'-yl)-5-(pyrazin-2-yl)-1,2,4-oxadiazole FC=1C(=CC(=NC1C)C1=NOC(=N1)C1=NC=CN=C1)C=1C=NC=CC1C